FC(C1=NC=CC(=C1)C1=NC(N(C2=CC=CC=C12)N)=O)(F)F 2-(trifluoromethyl)pyridin-4-yl(amino)-quinazolin-2(1H)-one